FC1=CC=C(C=C1)CC(CC(=C)C)(N)C 1-(4-fluorophenyl)-2,4-dimethylpent-4-en-2-amine